CCCCCCCCCCCCC/C=C/C=C Heptadecadiene